CC(CC(=O)N[C@@H](CCOC1CC(C1)CCC1=NC=2NCCCC2C=C1)C(=O)O)(C)C N-(3,3-dimethylbutyryl)-O-((1r,3r)-3-(2-(5,6,7,8-tetrahydro-1,8-naphthyridin-2-yl)ethyl)cyclobutyl)-L-homoserine